1-(3-((6-chloro-3-((4-(trifluoromethyl)phenyl)amino)pyrazin-2-yl)oxy)azetidin-1-yl)-2-fluoroprop-2-en-1-one ClC1=CN=C(C(=N1)OC1CN(C1)C(C(=C)F)=O)NC1=CC=C(C=C1)C(F)(F)F